Acrylamid Acrylat C(C=C)(=O)O.C(C=C)(=O)N